C=12C3=CC=CC=C3SC2=CC=CC1 8-thiatricyclo[7.4.0.02,7]trideca-1(13),2,4,6,9,11-hexaene